C(CSSCC(=O)ON(C(C1=CC=CC=C1)[N+](=O)[O-])C)(=O)ON(C(C1=CC=CC=C1)[N+](=O)[O-])C bis[N-methyl-N-(nitrobenzyl) amino] dithiodiacetate